NC1=NC=C(C=C1O[C@H](C)C=1C=C(C=CC1)NC(=O)C=1C=CC2=C(S(CC2)(=O)=O)C1)Cl (R)-N-(3-(1-((2-Amino-5-chloropyridin-3-yl)oxy)ethyl)phenyl)-2,3-dihydrobenzo[b]thiophen-6-carboxamid-1,1-dioxid